ethyl trichloroacetate ClC(C(=O)OCC)(Cl)Cl